2-[[[5-(2,4-difluorophenyl)-4,5,6,7-tetrahydro-4-oxothiazolo[5,4-c]pyridin-2-yl]oxy]methyl]-benzonitrile FC1=C(C=CC(=C1)F)N1C(C2=C(CC1)N=C(S2)OCC2=C(C#N)C=CC=C2)=O